O=C1C=2N(C=CN1)N=CC2 4-oxo-4,5-dihydropyrazolo[1,5-a]pyrazine